1-(2,6,6-Trimethyl-1,3-cyclohexandienyl)-2-buten-1-on CC1=C(C(CC=C1)(C)C)C(C=CC)=O